2-(2-bromophenyl)-5-hydroxy-N-(isoxazol-4-yl)-1-methyl-6-oxo-1,6-dihydropyrimidine-4-carboxamide BrC1=C(C=CC=C1)C=1N(C(C(=C(N1)C(=O)NC=1C=NOC1)O)=O)C